FC(C)(C)C1=CC=CC(=N1)N1N=C(C=2C=NC(=CC21)NC(C)=O)N2C[C@H](CC2)NC(C)C (S)-N-(1-(6-(2-fluoropropan-2-yl)pyridin-2-yl)-3-(3-(isopropylamino)pyrrolidin-1-yl)-1H-pyrazolo[4,3-c]pyridin-6-yl)acetamide